1-((3S,4S)-3-fluoropiperidin-4-yl)-3-(4-phenoxyphenyl)-1H-pyrazolo[3,4-d]pyrimidin-4-amine F[C@H]1CNCC[C@@H]1N1N=C(C=2C1=NC=NC2N)C2=CC=C(C=C2)OC2=CC=CC=C2